tert-butyl 5-[[(trifluoromethyl) sulfonyl] oxy]-3,3a,4,6a-tetrahydrocyclopenta[c]pyrrole-2(1H)-carboxylate FC(S(=O)(=O)OC=1CC2C(CN(C2)C(=O)OC(C)(C)C)C1)(F)F